Valerat C(CCCC)(=O)[O-]